C1(CC1)N1C(C2(CCOCC2)C=2C1=CC=1C(=NN=C(C1C2)C)N[C@H](C)C2=C(C(=CC=C2)C(CO)(F)F)C)=O 1-cyclopropyl-5-methyl-8-[[(1R)-1-[3-(1,1-difluoro-2-hydroxy-ethyl)-2-methyl-phenyl]ethyl]amino]spiro[pyrrolo[2,3-g]phthalazine-3,4'-tetrahydropyran]-2-one